(2-isobutyl-7H-pyrrolo[2,3-d]pyrimidin-5-yl)-3,4-dihydrobenzo[f][1,4]oxazepin-5(2H)-one C(C(C)C)C=1N=CC2=C(N1)NC=C2C2OC1=C(C(NC2)=O)C=CC=C1